t-butyl-4-mercaptopiperidine C(C)(C)(C)N1CCC(CC1)S